CC1=NC(=CC(=N1)N1CCC2(C[C@H](NC2)C(=O)O)CC1)O[C@@H](C(F)(F)F)C1=C(C=C(C=C1)C1=C(C=CC=C1)OC)N1N=C(C=C1)C (S)-8-(2-methyl-6-((R)-2,2,2-trifluoro-1-(2'-methoxy-3-(3-methyl-1H-pyrazol-1-yl)-[1,1'-biphenyl]-4-yl)ethoxy)pyrimidin-4-yl)-2,8-diazaspiro[4.5]decane-3-carboxylic acid